methyl 2-(bromomethyl)-4-({[(tert-butoxy) carbonyl] amino} methyl)-5-fluorobenzoate BrCC1=C(C(=O)OC)C=C(C(=C1)CNC(=O)OC(C)(C)C)F